2-(((3,3-dibutyl-7-methylsulfanyl-1,1-dioxo-5-phenyl-2,3,4,5-tetrahydrobenzo[b][1,4]thiazepin-8-yl)methyl)amino)-2-oxoethanesulfonic acid C(CCC)C1(CN(C2=C(S(C1)(=O)=O)C=C(C(=C2)SC)CNC(CS(=O)(=O)O)=O)C2=CC=CC=C2)CCCC